C1(CC1)C1=NC=NC(=C1C=1N=CC=2OC(CN(C2N1)CC1=CC=C(C=C1)C=1N(C=C(N1)C(F)(F)F)C)C)OC 2-(4-cyclopropyl-6-methoxypyrimidin-5-yl)-6-methyl-8-(4-(1-methyl-4-(trifluoromethyl)-1H-imidazol-2-yl)benzyl)-7,8-dihydro-6H-pyrimido[5,4-b][1,4]oxazine